CN1[C@H](CN(C2=C(C=CC=C12)C)S(=O)(=O)C1=C(C=C(C=C1)N1C=NC(=C1)C)C)C (2S)-1,2,5-trimethyl-4-[2-methyl-4-(4-methylimidazol-1-yl)phenyl]sulfonyl-2,3-dihydroquinoxaline